phenyl-tellurium chloride C1(=CC=CC=C1)[Te]Cl